2-((phenyl)(m-fluorophenyl)methyl)benzofuran C1(=CC=CC=C1)C(C=1OC2=C(C1)C=CC=C2)C2=CC(=CC=C2)F